FC(OC1=CC=C(C=C1)C=1C2=C(N=C(N1)CNC(OC(C)(C)C)=O)SC=N2)(F)F tert-butyl N-[[7-[4-(trifluoromethoxy)phenyl]thiazolo[5,4-d]pyrimidin-5-yl]methyl]carbamate